CC1(NCC1)C(=O)N 2-methylazetidine-2-carboxamide